5,10,15,20-tetrakis(4-sulphonatophenyl)porphyrin tert-Butyl-N-[[1-[6-(1-methylpyrazol-4-yl)pyrazolo[1,5-a]pyrazin-4-yl]-2-piperidyl]methyl]carbamate C(C)(C)(C)N(C([O-])=O)CC1N(CCCC1)C=1C=2N(C=C(N1)C=1C=NN(C1)C)N=CC2.S(=O)(=O)([O-])C2=CC=C(C=C2)C=2C1=CC=C(N1)C(=C1C=CC(C(=C3C=CC(=C(C=4C=CC2N4)C4=CC=C(C=C4)S(=O)(=O)[O-])N3)C3=CC=C(C=C3)S(=O)(=O)[O-])=N1)C1=CC=C(C=C1)S(=O)(=O)[O-]